[Cl-].C(C)(C)N1C=NC=C1 N'-(isopropyl)imidazole chloride